FC1=C(C(=O)O)C=CC(=C1)OC1=C(C=CC=C1)F fluoro-4-(2-fluorophenoxy)benzoic acid